ClC1=C(C=C(C(=C1I)F)F)NS(=O)(=O)CCCF N-(2-chloro-4,5-difluoro-3-iodophenyl)-3-fluoropropane-1-sulfonamide